N-(1-hydroxyethyl)benzamide OC(C)NC(C1=CC=CC=C1)=O